C(=O)(O)C1=CC=C(C=C1)NBO N-4-Carboxyphenylboronic acid amide